4-but-3-enoxyphenol C(CC=C)OC1=CC=C(C=C1)O